N[C@H]1[C@@H]2N(C[C@H]1CC2)C(=O)C2=CC1=C(N(C(=N1)C1=CC=3C=4N1C(CNC4C=CC3)CC)C)C(=C2)OC ((1R,4R,7R)-7-amino-2-azabicyclo[2.2.1]heptan-2-yl)(2-(3-ethyl-2,3-dihydro-1H-pyrrolo[1,2,3-de]quinoxalin-5-yl)-7-methoxy-1-methyl-1H-benzo[d]imidazol-5-yl)methanone